C(C)(C)(C)OC(NCCCCBr)=O tert-butyl-4-bromobutylcarbamate